C1=CC(=C2C=CNC2=C1)C=O The molecule is a heteroarenecarbaldehyde that is indole in which the hydrogen at position 4 has been replaced by a formyl group. It has a role as an algal metabolite. It is a member of indoles and a heteroarenecarbaldehyde.